ortho-silicic acid [Si](O)(O)(O)O